[N+](=O)([O-])C1=CC2=C(N=CS2)C=C1 6-nitrobenzo[d]thiazol